O=C(C)NCCOCCOCCOCC 2-oxo-6,9,12-trioxa-3-azatetradecane